[Cl-].C[N+](CCCC(=O)NC1=CC2=C(N=C(S2)SC)C=C1)(C)C N,N,N-trimethyl-4-((2-(methylthio)benzo[d]thiazol-6-yl)amino)-4-oxobutan-1-aminium chloride